4-bromo-5-cyclopropyl-2-{6-ethyl-2-methyl-2H-pyrazolo[3,4-b]pyridin-5-yl}-1-methyl-1H-imidazole BrC=1N=C(N(C1C1CC1)C)C1=CC=2C(N=C1CC)=NN(C2)C